2-(4-fluorophenyl)-6,7-dihydrooxazolo[5,4-d]pyrrolo[1,2-a]pyrimidin-9(5H)-one FC1=CC=C(C=C1)C=1OC=2N=C3N(C(C2N1)=O)CCC3